NC=1SC2=C(N=C(N=C2N[C@@H](COP(=O)([O-])[O-])CC(C)C)S[C@@H](C)C2=CC=CC=C2)N1 (2R)-2-[(2-amino-5-{[(1S)-1-phenylethyl] thio} [1,3]thiazolo[4,5-d]pyrimidin-7-yl) amino]-4-methylpentylphosphate